2,2,2-trichloroethyl (E)-(7-chloro-1-(6-methyl-4,8-dioxo-1,3,6,2-dioxazaborocan-2-yl)hept-2-en-1-yl)sulfamate ClCCCC/C=C/C(B1OC(CN(CC(O1)=O)C)=O)NS(OCC(Cl)(Cl)Cl)(=O)=O